OC1=C(C(=O)NC2=C(C(=O)O)C=C(C=N2)F)C=C(C=C1S(=O)(=O)O)O 2-(2,5-dihydroxy-3-sulfobenzamido)-5-fluoronicotinic acid